fluorenylmethoxycarbonyl-7-aminocoumarin-4-acetic acid C1(=CC=CC=2C3=CC=CC=C3CC12)COC(=O)C=1C(OC2=CC(=CC=C2C1CC(=O)O)N)=O